4-{3,5-bis-[(pyridin-2-ylmethyl-thiophen-2-ylmethyl-amino)-methyl]-phenoxy}-butylamine N1=C(C=CC=C1)CN(CC=1SC=CC1)CC=1C=C(OCCCCN)C=C(C1)CN(CC=1SC=CC1)CC1=NC=CC=C1